OCCN1CC2=C(CC1)N=C(S2)C=2C(=C(C=CC2)C2=C(C(=CC=C2)OCCCN2CCC1(CC(C1)C(=O)N)CC2)C)C 7-(3-((3'-(5-(2-hydroxyethyl)-4,5,6,7-tetrahydrothiazolo[5,4-c]pyridin-2-yl)-2,2'-dimethyl-[1,1'-biphenyl]-3-yl)oxy)propyl)-7-aza-spiro[3.5]nonane-2-carboxamide